2-(4-aminophenyl)-N-((2,3-dihydrothieno[3,4-b][1,4]dioxin-2-yl)methyl)acetamide NC1=CC=C(C=C1)CC(=O)NCC1COC=2C(O1)=CSC2